6-(3-(2-((1,5-dimethyl-1H-pyrazol-3-yl)amino)-5-methylpyrimidin-4-yl)-1H-indol-7-yl)-4-(pyridin-4-yl)-5,6-dihydro-7H-pyrrolo[3,4-b]pyridin-7-one CN1N=C(C=C1C)NC1=NC=C(C(=N1)C1=CNC2=C(C=CC=C12)N1C(C2=NC=CC(=C2C1)C1=CC=NC=C1)=O)C